(S)- and (R)-1-(1H-indol-3-yl)-2-((4-methoxyphenethyl)amino)-2-phenylethan-1-one N1C=C(C2=CC=CC=C12)C([C@H](C1=CC=CC=C1)NCCC1=CC=C(C=C1)OC)=O |r|